methylsulfonyl-N1-[2-(2,5-dioxo-2,5-dihydro-1H-pyrrol-1-yl)ethyl]-L-isoleucine amide mono(trifluoroacetic acid) salt FC(C(=O)O)(F)F.CS(=O)(=O)N[C@@H]([C@@H](C)CC)C(=O)NCCN1C(C=CC1=O)=O